C1=CC=CC=2SC3=CC=CC=C3N(C12)CCP(O)(O)=O [2-(10H-phenothiazin-10-yl)ethyl]phosphonic acid